C1(CC1)[C@]1(C(N(C[C@H]1C)C=1C=2N(C=CC1)N=C(C2)C=2C=NN(C2)C)=O)C#N (3R,4S)-3-cyclopropyl-4-methyl-1-[2-(1-methylpyrazol-4-yl)pyrazolo[1,5-a]pyridin-4-yl]-2-oxopyrrolidine-3-carbonitrile